1,3-Dimethylimidazolinium C[NH+]1CN(CC1)C